C(OC1COC1)([O-])=O oxetan-3-yl carbonate